4-(2-anilinopyrimidin-4-yl)-6-(3-pyridinyl)-1H-pyridin-2-one N(C1=CC=CC=C1)C1=NC=CC(=N1)C1=CC(NC(=C1)C=1C=NC=CC1)=O